(6S)-6-[2-Chloro-3-(pyrimidin-5-yl)phenyl]-2-imino-6-methyl-3-[(2S,4S)-2-methyltetrahydropyran-4-yl]hexahydropyrimidin-4-one trifluoroacetic acid salt FC(C(=O)O)(F)F.ClC1=C(C=CC=C1C=1C=NC=NC1)[C@@]1(CC(N(C(N1)=N)[C@@H]1C[C@@H](OCC1)C)=O)C